N-((1r,4R)-4-(3-chloro-4-cyanophenoxy)cyclohexyl)-6-((S)-3-((4-(4-(2,4-dioxotetrahydropyrimidin-1(2H)-yl)-1H-indol-1-yl)piperidin-1-yl)methyl)piperidin-1-yl)pyridazine-3-carboxamide ClC=1C=C(OC2CCC(CC2)NC(=O)C=2N=NC(=CC2)N2C[C@@H](CCC2)CN2CCC(CC2)N2C=CC3=C(C=CC=C23)N2C(NC(CC2)=O)=O)C=CC1C#N